COC1=C2C(NC(=NC2=CC(=C1)OC)C1=CC=C(C=C1)N1CCC(CC1)CN1C2CN(C(C1)C2)C2=CC1=CN(C=C1C=C2F)C2C(NC(CC2)=O)=O)=O 5-(5-((1-(4-(5,7-dimethoxy-4-oxo-3,4-dihydroquinazolin-2-yl)phenyl)piperidin-4-yl)methyl)-2,5-diazabicyclo[2.2.1]heptane-2-yl)-2-(2,6-dioxopiperidin-3-yl)-6-fluoroisoindole